C(C)(C)(C)C1CCC(CC1)C(C(=O)O)=C.C(C=C)(=O)OC1(CCCCC1)CCCC Butylcyclohexyl acrylate (4-tert-butylcyclohexyl acrylate)